(+/-)-beta-pinene C12C(CCC(C1(C)C)C2)=C